FC1(CCN(CC1)N1C(C(=CC=C1)NC(C1=C(C=C(C=C1)NS(=O)(=O)CCO)N1C[C@H]2C[C@]2(CC1)COC)=O)=O)F N-(1-(4,4-difluoropiperidin-1-yl)-2-oxo-1,2-dihydropyridin-3-yl)-4-((2-hydroxyethyl)sulfonamido)-2-((1S,6R)-6-(methoxymethyl)-3-azabicyclo[4.1.0]heptan-3-yl)benzamide